CC=1SC(=C(N1)C)C1=NN(C(C=C1)=O)CC1CCN(CC1)C1=NC=CC=C1C#N 2-[4-[[3-(2,4-dimethyl-1,3-thiazol-5-yl)-6-oxopyridazin-1-yl]methyl]piperidin-1-yl]pyridin-3-carbonitrile